OCCN(C(CCOCCCCCCCCCCCC)O)CCO bis(2-hydroxyethyl)-3-dodecyloxy-1-hydroxypropyl-amine